3-((4-bromophenyl)chloromethyl)-1-(3-fluoropropyl)azetidine BrC1=CC=C(C=C1)C(C1CN(C1)CCCF)Cl